2-(3-Methoxy-4-nitrophenyl)-N,N-dimethyl-2-azaspiro[3.5]nonan-7-amine COC=1C=C(C=CC1[N+](=O)[O-])N1CC2(C1)CCC(CC2)N(C)C